tert-Butyl 3-(5-acetamido-7-bromobenzo[d]oxazol-2-yl)-3,6-diazabicyclo[3.1.1]heptane-6-carboxylate C(C)(=O)NC=1C=C(C2=C(N=C(O2)N2CC3N(C(C2)C3)C(=O)OC(C)(C)C)C1)Br